C(C)N1CCC2(CC1)C(NC1=CC(=CC=C12)C=1C=CC=C(C(=O)N)C1)=O 5-(1'-ethyl-2-oxospiro[indolin-3,4'-piperidin]-6-yl)benzamide